CN(CC(CN(C)C)C)C N,N,N',N'-tetramethyl-1,3-Diamino-2-methylpropane